4-methyl-1-(5-(quinazolin-4-ylthio)-1H-imidazo[4,5-b]pyrazin-2-yl)piperidin-4-amine CC1(CCN(CC1)C1=NC=2C(=NC=C(N2)SC2=NC=NC3=CC=CC=C23)N1)N